C(C1=CC=CC=C1)C1=CN=C(O1)C(=O)N[C@H]1[C@@H]2[C@H](C3=C(N(C1=O)C)N=CC=N3)C2 5-benzyl-N-((7S,7aS,8aR)-5-methyl-6-oxo-5,6,7,7a,8,8a-hexahydrocyclopropa[d]pyrazino[2,3-b]azepin-7-yl)oxazole-2-carboxamide